ClC1=C(C=CC(=C1)F)CC(=O)NC1=CC(=NC=C1)N(C(C)=O)C1=CC=C(C=C1)C N-{4-[2-(2-chloro-4-fluorophenyl)acetamido]pyridin-2-yl}-N-(4-methylphenyl)acetamide